5-(trifluoromethyl)-1H-pyrazole-3-carboxylic acid FC(C1=CC(=NN1)C(=O)O)(F)F